2,3-dichloro-5,6-dibromo-1,4-diazine ClC1=NC(=C(N=C1Cl)Br)Br